BrC1=C(C(=C(C=C1)F)C1=CC=CC=C1)C#N bromo-6-fluoro-[1,1'-biphenyl]-2-carbonitrile